1-(3-Amino-4-chlorophenyl)-3-[3-(trifluoromethyl)phenyl]urea NC=1C=C(C=CC1Cl)NC(=O)NC1=CC(=CC=C1)C(F)(F)F